(E)-N-Benzyl-N-(2-(2,4-dihydroxybenzoyl)isoindolin-4-yl)-4-(dimethylamino)but-2-enamide C(C1=CC=CC=C1)N(C(\C=C\CN(C)C)=O)C1=C2CN(CC2=CC=C1)C(C1=C(C=C(C=C1)O)O)=O